COC=1C(OC2=CC=CC=C2C1CC(=O)O)=O methoxycoumarin-4-acetic acid